6-(2,6-dichlorophenyl)-2-({4-[4-(dimethylamino)piperidin-1-yl]phenyl}amino)imidazo[1,2-a]pyrimido[5,4-e]pyrimidin-5(6H)-one ClC1=C(C(=CC=C1)Cl)N1C=2N(C3=C(C1=O)C=NC(=N3)NC3=CC=C(C=C3)N3CCC(CC3)N(C)C)C=CN2